C(C1=CC=CC=C1)N1C2=C(C3=CC=CC=C13)C=CN1C2=NC=C1C1=CC=CC=C1 11-Benzyl-3-phenyl-11H-imidazo[1',2':1,2]pyrido[3,4-b]indole